C1(CC1)CN1C(=CC=2C1=NC=CC2)C2=NC1=C(N2C)C(=CC(=C1)C(=O)N1C2CCC(C1)[C@H]2NC(C)=N)OC N-[(7R)-2-{2-[1-(cyclopropylmethyl)-1H-pyrrolo[2,3-b]pyridin-2-yl]-7-methoxy-1-methyl-1H-1,3-benzodiazole-5-carbonyl}-2-azabicyclo[2.2.1]heptan-7-yl]acetamidine